N[C@H](C(=O)NC=1C=C2C(C(=CNC2=CC1)C(=O)OCC)=O)C (S)-Ethyl 6-(2-aminopropanamido)-4-oxo-1,4-dihydroquinoline-3-carboxylate